(2S,3R)-3-((2-aminopyridin-4-yl)methyl)-N2-(1-methyl-1H-pyrazol-3-yl)-N1-((S)-1-cyclopropyl-2,2,2-trifluoroethyl)-N2-methyl-4-oxoazetidine-1,2-dicarboxamide NC1=NC=CC(=C1)C[C@@H]1[C@H](N(C1=O)C(=O)N[C@H](C(F)(F)F)C1CC1)C(=O)N(C)C1=NN(C=C1)C